5-((1-(ethylsulfonyl)-1,2,3,6-tetrahydropyridin-4-yl)methoxy)-2-(isoindolin-2-ylmethyl)-4H-pyran-4-one C(C)S(=O)(=O)N1CCC(=CC1)COC=1C(C=C(OC1)CN1CC2=CC=CC=C2C1)=O